F[P-](F)(F)(F)(F)F.N1(N=NC2=C1N=CC=C2)OC(=[N+](C)C)N(C)C 2-(7-azabenzotriazol-1-yl)-N,N,N',N'-Tetramethyluronium hexafluorophosphate